CC=1NC2=CC=CC=C2C1CCN(C(OC(C)(C)C)=O)C1CCC2=CC(=CC=C12)\C=C\C(NOC1OCCCC1)=O Tert-butyl (E)-(2-(2-methyl-1H-indol-3-yl)ethyl)(5-(3-oxo-3-(((tetrahydro-2H-pyran-2-yl)oxy)amino)prop-1-en-1-yl)-2,3-dihydro-1H-inden-1-yl)carbamate